O1N=CC=C1C=1SC(=C(N1)C)C(=O)NC[C@@H](CC)C(N[C@H]1C2=C(CN3N(C1=O)CCC3)C=CC=C2)=O 2-(isoxazol-5-yl)-4-methyl-N-((R)-2-(((S)-11-oxo-2,3,10,11-tetrahydro-1h,5h-benzo[d]pyrazolo[1,2-a][1,2]diazepin-10-yl)carbamoyl)butyl)thiazole-5-carboxamide